N-(2-(4-(4-cyclopropylpiperazin-1-yl)piperidin-1-yl)-4-methoxy-5-((6-(3-(3-(phenylethynyl)phenyl)isoxazolidin-2-yl)pyrimidin-4-yl)amino)phenyl)acrylamide C1(CC1)N1CCN(CC1)C1CCN(CC1)C1=C(C=C(C(=C1)OC)NC1=NC=NC(=C1)N1OCCC1C1=CC(=CC=C1)C#CC1=CC=CC=C1)NC(C=C)=O